3-(5-bromo-7-fluoro-2-(4-fluorophenyl)-1H-indol-3-yl)propionic acid BrC=1C=C2C(=C(NC2=C(C1)F)C1=CC=C(C=C1)F)CCC(=O)O